(1-(2,4-dimethyl-5-(5-((tetrahydrofuran-2-yl)methyl)-4H-1,2,4-triazol-3-yl)benzoyl)piperidin-4-yl)benzonitrile CC1=C(C(=O)N2CCC(CC2)C2=C(C#N)C=CC=C2)C=C(C(=C1)C)C1=NN=C(N1)CC1OCCC1